Isovaleraldehyd C(CC(C)C)=O